OCC1([C@@H](O)[C@H](O)[C@H](O1)CO)OC[C@@H]1[C@H]([C@@H](C(CO)(O1)OC[C@@H]1[C@H]([C@@H](C(CO)(O1)O[C@@H]1[C@H]([C@@H](C(CO)(O)OC1)O)O)O)O)O)O D-fructofuranosyl-(2→6)-D-fructofuranosyl-(2→6)-D-fructofuranosyl-(2→5)-L-sorbopyranose